ClC=1C=C(C=CC1)C(CO)NC(=O)C=1C=NN(C1)C1=NC(=NC=C1C)NC1CC1 N-(1-(3-chlorophenyl)-2-hydroxy-ethyl)-1-(2-(cyclopropyl-amino)-5-methyl-pyrimidin-4-yl)-1H-pyrazole-4-carboxamide